[Hg]=S Mercury (II) Sulphide